2-(1-(3-cyanophenyl)-1H-pyrazol-4-yl)-N-(5-cyclopropyl-1H-pyrazol-3-yl)acetamide C(#N)C=1C=C(C=CC1)N1N=CC(=C1)CC(=O)NC1=NNC(=C1)C1CC1